O[C@H](CNC(=O)C1=CC=NC(=C1)N1CCCCC1)[C@H]1NCC2=CC(=CC=C2C1)OCC1=C(N=CO1)C N-((2R)-2-hydroxy-2-((3S)-7-{(4-methyloxazol-5-yl)methoxy}-1,2,3,4-tetrahydroisoquinolin-3-yl)ethyl)-6-(1-piperidyl)pyridine-4-carboxamide